CN1C[C@@H]([C@H](CC1)NC(=O)C1=CC(=CC=2N(C=NC21)CC(F)(F)F)C#CCNC2=C(C=C(C=C2)S(=O)(=O)C)OCC(F)(F)F)C N-[(3S,4S)-1,3-Dimethyl-4-piperidyl]-6-[3-[4-methylsulfonyl-2-(2,2,2-trifluoroethoxy)anilino]prop-1-ynyl]-1-(2,2,2-trifluoroethyl)benzimidazole-4-carboxamide